2-acetamido-N-[(1s,4s)-4-{[6-chloro-2-(trifluoromethyl)quinolin-4-yl]amino}cyclohexyl]benzamide C(C)(=O)NC1=C(C(=O)NC2CCC(CC2)NC2=CC(=NC3=CC=C(C=C23)Cl)C(F)(F)F)C=CC=C1